S1C(=CC=C1)C=1SC=CC1 thienyl-(thiophene)